COC1CCC12CC(N(CC2)CC2=C1C=CNC1=C(C=C2OC)C)C2=CC=C(C(=O)O)C=C2 4-(1-methoxy-7-((5-methoxy-7-methyl-1H-indol-4-yl)methyl)-7-azaspiro[3.5]nonan-6-yl)benzoic acid